CN1N=CC=C1C(=O)O 2-methyl-pyrazole-3-carboxylic acid